FC1=CC=C(C=C1)N1N=C(C=C1S(=O)C)C(=O)NC=1C=C(C=CC1)NC(C1=NC(=CC=C1)C1=CC=NN1)=O N-(3-(1-(4-fluorophenyl)-5-(methylsulfinyl)-1H-pyrazole-3-carboxamido)phenyl)-6-(1H-pyrazol-5-yl)picolinamide